NN1C(N(N=CC1=O)C1=CC(=C(C(=C1)Cl)OC=1C2=C(C(NC1)=O)C1C(C2)C1)Cl)=O amino-2-(3,5-dichloro-4-((1-oxo-1,2,5,5a,6,6a-hexahydrocyclopropa[4,5]cyclopenta[1,2-c]pyridin-4-yl)oxy)phenyl)-1,2,4-triazine-3,5(2H,4H)-dione